ClC=1C=C(C=C(C1OC[C@@H]1[C@@H](C1)CO)C)C=1C(CC(NN1)=O)C 6-(3-chloro-4-{[(1S,2R)-2-(hydroxymethyl)cyclopropyl]methoxy}-5-methylphenyl)-5-methyl-4,5-dihydro-2H-pyridazin-3-one